ClC1=NC=C(C(=N1)NC=1C(=NN(C1)C)S(=O)(=O)C(C)C)Cl 2,5-dichloro-N-(3-isopropylsulfonyl-1-methyl-1H-pyrazol-4-yl)-pyrimidin-4-amine